9-(benzo[b]naphtho[2,3-d]furan-7-yl)-10-(phenyl-d5)anthracene C1=CC=CC=2OC3=C(C21)C=C2C=CC=C(C2=C3)C=3C2=CC=CC=C2C(=C2C=CC=CC32)C3=C(C(=C(C(=C3[2H])[2H])[2H])[2H])[2H]